ClC1=CC=C(C(=N1)OC)CC1=C(C=CC(=C1)F)F 6-chloro-3-(2,5-difluorobenzyl)-2-methoxypyridine